NC=1C=C(C(=O)NC2=CC=C(C=C2)C(F)(F)F)C=C(C1)N 3,5-diamino-4'-trifluoromethyl-benzanilide